CC1=C(N(C=C1)NC(C)C)C(=O)N methyL-1-isopropylamino-1H-pyrrole-2-carboxamide